3,6-anhydro-5-O-(phenylcarbonyl)-α-L-glucofuranose C1(=CC=CC=C1)C(=O)O[C@@H]1[C@H]2[C@H]([C@@H]([C@H](O)O2)O)OC1